L-3-azido-4-acetamidobenzoate N(=[N+]=[N-])C=1C=C(C(=O)[O-])C=CC1NC(C)=O